2-Nitro-4-(methylsulfonyl)benzoic acid [N+](=O)([O-])C1=C(C(=O)O)C=CC(=C1)S(=O)(=O)C